C(C)OC(=O)C1=C(N=C(S1)N1C=C(C2=C1N=CN=C2N2[C@H](CN(CC2)C(=O)OC(C)(C)C)C)C2=C(C=CC=C2)F)C (S)-2-(4-(4-(tert-butoxycarbonyl)-2-methylpiperazin-1-yl)-5-(2-fluorophenyl)-7H-pyrrolo[2,3-d]pyrimidin-7-yl)-4-methylthiazole-5-carboxylic acid ethyl ester